1-(7-(4-fluorophenyl)-6-(phenylseleno)-3,4-dihydro-1,8-naphthyridin-1(2H)-yl)prop-2-en-1-one FC1=CC=C(C=C1)C1=C(C=C2CCCN(C2=N1)C(C=C)=O)[Se]C1=CC=CC=C1